tert-butyl (S)-3-phenylpiperazine-1-carboxylate C1(=CC=CC=C1)[C@H]1CN(CCN1)C(=O)OC(C)(C)C